N-(3-(6-amino-5-(((2S,4R)-4-cyanopyrrolidin-2-yl)methoxy)pyrimidin-4-yl)-5-fluoro-2-methylphenyl)-4-cyclopropyl-2-fluorobenzamide NC1=C(C(=NC=N1)C=1C(=C(C=C(C1)F)NC(C1=C(C=C(C=C1)C1CC1)F)=O)C)OC[C@H]1NC[C@@H](C1)C#N